ClC1=CC(=C(C=C1F)[C@@H](C1CC1)NC(=O)C1N(C2CC2C1)C(=O)OC(C)(C)C)F tert-butyl 3-(((R)-(4-chloro-2,5-difluorophenyl)(cyclopropyl)methyl) carbamoyl)-2-azabicyclo[3.1.0]hexane-2-carboxylate